γ-mercapto-propyl-trimethoxysilane phenyl-naphthoate C1(=CC=CC=C1)OC(=O)C1=CC=CC2=CC=CC=C12.SCCC[Si](OC)(OC)OC